N1=C(N=CC=C1)C1=NC=CC=N1 2,2'-BIPYRIMIDINYL